3,5-difluoro-4-(phenylethynyl)pyridine ((6-((4-Hydroxybutyl)(methyl)amino)undecane-1,11-diyl)bis(sulfanediyl))bis-(octane-1,2-diyl)-bis(adamantane-1-carboxylate) OCCCCN(C(CCCCCSCC(CCCCCC)C1C2(CC3CC(CC1C3)C2)C(=O)O)CCCCCSCC(CCCCCC)C2C3(CC1CC(CC2C1)C3)C(=O)O)C.FC=3C=NC=C(C3C#CC3=CC=CC=C3)F